S-(4-methoxyphenyl)thiodiphenyl-phosphorus oxide COC1=CC=C(C=C1)SP(C1=CC=CC=C1)(C1=CC=CC=C1)=O